CN(CCC)C N,N-dimethylpropan-1-amine